2-(2-(cyclopropylmethyl)-1-(3-fluoro-4-aminosulfonylbenzyl)-5-(3-((4-fluoro-5-methylthien-2-yl)ethynyl)phenyl)-1H-pyrrole-3-yl)thiazole-4-carboxylic acid C1(CC1)CC=1N(C(=CC1C=1SC=C(N1)C(=O)O)C1=CC(=CC=C1)C#CC=1SC(=C(C1)F)C)CC1=CC(=C(C=C1)S(=O)(=O)N)F